(S)-2-amino-N1-(2-(3,4-dimethoxyphenyl)-3-isopropyl-1H-indol-5-yl)succinamide N[C@H](C(=O)NC=1C=C2C(=C(NC2=CC1)C1=CC(=C(C=C1)OC)OC)C(C)C)CC(=O)N